(R)-8-hydroxy-5,7-diiodo-3-methylisochroman-1-one OC=1C(=CC(=C2C[C@H](OC(C12)=O)C)I)I